FC(CNC(OC(C)(C)C)=O)CNS(=O)(=O)C1=C(C=CC=C1)[N+](=O)[O-] tert-butyl (2-fluoro-3-((2-nitrophenyl)sulfonamido)propyl)carbamate